5-(4-pivaloylbenzamido-1-propenyl)-2'-deoxyuridine C(C(C)(C)C)(=O)C1=CC=C(C(=O)NCC=CC=2C(NC(N([C@H]3C[C@H](O)[C@@H](CO)O3)C2)=O)=O)C=C1